(5-chloro-2-cyano-phenyl)boronic acid ClC=1C=CC(=C(C1)B(O)O)C#N